FC1=CC(=C(C=C1)NC1=C(C(=O)O)C=CC(=N1)C(F)(F)F)C(C)C 2-((4-fluoro-2-isopropylphenyl)amino)-6-(trifluoromethyl)nicotinic acid